p-AminoBenzeneSulfonic Acid C1=CC(=CC=C1N)S(=O)(=O)O